2-[(2-methylphenyl)methyl]-1,3-dioxolane-4-carbaldehyde CC1=C(C=CC=C1)CC1OCC(O1)C=O